C(C)(C)(C)C=1C=C(CCC(=O)OC(C(COC(CCC2=CC(=C(C(=C2)C(C)(C)C)O)C(C)(C)C)=O)(C)C)(OC(CCC2=CC(=C(C(=C2)C(C)(C)C)O)C(C)(C)C)=O)OC(CCC2=CC(=C(C(=C2)C(C)(C)C)O)C(C)(C)C)=O)C=C(C1O)C(C)(C)C neopentanetetrayl tetrakis(3,5-di-tert-butyl-4-hydroxyhydrocinnamate)